FC(C1=CC=C(NC=2C(=NC3=CC=CC=C3N2)C#N)C=C1)(F)F 3-[4-(trifluoromethyl)anilino]quinoxaline-2-carbonitrile